S(=O)(=O)([O-])[O-].[Na+].C1(=CC=CC=C1)OC.[Na+] methyl phenyl ether sodium sulfate